NC1=NC=C2N(C(N(C2=N1)[C@@H]1O[C@@H](C[C@H]1O)CO)=O)CC1=CC(=C(C=C1)Cl)Cl 2-Amino-7-(3,4-dichlorobenzyl)-9-((2R,3R,5S)-3-hydroxy-5-(hydroxymethyl)tetrahydrofuran-2-yl)-7,9-dihydro-8H-purin-8-on